ClC1=C(C=CC=C1)N1N=CC(=N1)NC(C1=C(C=CC=C1)C(F)(F)F)=O N-[2-(2-chlorophenyl)-2H-1,2,3-triazol-4-yl]-2-(trifluoromethyl)benzamide